C(#N)C=1C(=NC(=CN1)C)N1CCC(CC1)(C)NC(OC(C)(C)C)=O tert-Butyl N-[1-(3-cyano-6-methylpyrazin-2-yl)-4-methylpiperidin-4-yl]carbamate